t-pentylperoxysec-Butyl monocarbonate C(OC(C)(CC)OOC(C)(C)CC)([O-])=O